ethyl-Cyclopentadienyltris(diethylamino)hafnium C(C)C1(C=CC=C1)[Hf](N(CC)CC)(N(CC)CC)N(CC)CC